(4-(4-(1-(4-(4-chlorophenoxy)phenyl)-2-isopropyl-1H-imidazol-4-yl)piperidin-1-yl)butyl)-1H-indole-5-carbonitrile ClC1=CC=C(OC2=CC=C(C=C2)N2C(=NC(=C2)C2CCN(CC2)CCCCN2C=CC3=CC(=CC=C23)C#N)C(C)C)C=C1